FC(F)(F)C=1OC=NN1 (trifluoromethyl)-1,3,4-oxadiazol